OC1=CC=C(C=C1)C1=CC=C(C=C1)C#N 4'-hydroxy-4-biphenylnitrile